[3-[3-(4-hydroxy-3,5-ditertiary-butyl-phenyl)propanoyloxy]-2,2-bis[3-(4-Hydroxy-3,5-ditert-butylphenyl)propanoyloxymethyl]propyl]3-(4-hydroxy-3,5-ditert-butyl-phenyl)propanoate OC1=C(C=C(C=C1C(C)(C)C)CCC(=O)OCC(COC(CCC1=CC(=C(C(=C1)C(C)(C)C)O)C(C)(C)C)=O)(COC(CCC1=CC(=C(C(=C1)C(C)(C)C)O)C(C)(C)C)=O)COC(CCC1=CC(=C(C(=C1)C(C)(C)C)O)C(C)(C)C)=O)C(C)(C)C